ClC1=C(C=C2C=C(N=CC2=C1)NC(=O)[C@H]1[C@H]2CCOC[C@@H]12)C1CCN(CC1)[C@@]1(COC[C@@H]1O)C (1R,6S,7S)-N-(7-chloro-6-(1-((3R,4R)-4-hydroxy-3-methyltetrahydrofuran-3-yl)piperidin-4-yl)isoquinolin-3-yl)-3-oxabicyclo[4.1.0]heptane-7-carboxamide